O-methoxyethyl guanosine-3'-monophosphate P(=O)(O)(O)O[C@H]1[C@H]([C@@H](O[C@@H]1CO)N1C=NC=2C(=O)NC(N)=NC12)OCCOC